(1R,2S)-1-(5-chloropyrimidin-2-yl)-N-(4-(4,6-dimethoxypyrimidin-5-yl)-5-((1S,2R)-2-(fluoromethyl)cyclobutyl)-4H-1,2,4-triazol-3-yl)-1-methoxypropane-2-sulfonamide ClC=1C=NC(=NC1)[C@H]([C@H](C)S(=O)(=O)NC1=NN=C(N1C=1C(=NC=NC1OC)OC)[C@@H]1[C@@H](CC1)CF)OC